CC1=C(C(=CC(=C1)C)C)C=1NC=CN1 2,4,6-trimethylphenyl-imidazole